4-chloro-2-[3-(3,5-dibromophenyl)ureido]-N-(2-amino-ethyl)benzamide ClC1=CC(=C(C(=O)NCCN)C=C1)NC(=O)NC1=CC(=CC(=C1)Br)Br